ClC=1C(=C(C=CC1)C=1C(N(C(N(C1)CC(N1CCC(CC1)N1C(NC2=C(CC1)C=CC=C2)=O)=O)=O)CC)=O)C 5-(3-chloro-2-methyl-phenyl)-3-ethyl-1-{2-oxo-2-[4-(2-oxo-1,2,4,5-tetrahydro-benzo[d][1,3]diazepin-3-yl)-piperidin-1-yl]-ethyl}-1H-pyrimidin-2,4-dion